NCC1=C(C=CC=C1)NC(OC(C)(C)C)=O t-butyl (2-aminomethyl-phenyl)-carbamate